2-amino-N-(1-((1-(4-(4-(4-((3-(dimethylamino)propyl)amino)quinolin-2-yl)phenyl)piperazin-1-yl)-3-methyl-1-oxobutan-2-yl)amino)-3-methyl-1-oxobutan-2-yl)-3-methylbutanamide NC(C(=O)NC(C(=O)NC(C(=O)N1CCN(CC1)C1=CC=C(C=C1)C1=NC2=CC=CC=C2C(=C1)NCCCN(C)C)C(C)C)C(C)C)C(C)C